Kalium Ethylparaben C(C)OC(=O)C1=CC=C(O)C=C1.[K]